N-(3-nitrophenyl)hydrazinecarbothioamide [N+](=O)([O-])C=1C=C(C=CC1)NC(=S)NN